(S)-3-ethoxy-5-(1-(5-((3-fluoroazetidin-1-yl)methyl)-7-((2-(methylamino)-1H-imidazol-1-yl)methyl)-1-oxo-3,4-dihydroisoquinolin-2(1H)-yl)ethyl)picolinonitrile C(C)OC=1C(=NC=C(C1)[C@H](C)N1C(C2=CC(=CC(=C2CC1)CN1CC(C1)F)CN1C(=NC=C1)NC)=O)C#N